OC(C)(C)C1=C(C=C2C=NN(C2=C1)C1CCC(CC1)C(=O)OCC)NC(=O)C1=NC(=CC=C1)C(F)(F)F 1-Ethyl 4-[6-(1-hydroxy-1-methyl-ethyl)-5-[[6-(trifluoromethyl)pyridine-2-carbonyl] amino]indazol-1-yl]cyclohexanecarboxylate